C=1N=CN2C1C1=CC=CC=C1[C@H]2C2COCCCC2O 3-((R)-5H-imidazo[5,1-a]isoindol-5-yl)oxepan-4-ol